C1CN=C2C(=C1)C=CC3=C2C=CN3 dihydropyrroloquinoline